CN(C=1C=C(C(=O)OC)C=CC1)C1=CC=C(C=C1)C Methyl 3-(methyl (p-tolyl)amino)benzoate